CC=1C(=NC=CN1)CNC(=O)C=1SC=C(N1)C(F)(F)F N-((3-methylpyrazin-2-yl)methyl)-4-(trifluoromethyl)thiazole-2-carboxamide